N-[1-(diphenylmethyl)azetidin-3-yl]propanamide C1(=CC=CC=C1)C(N1CC(C1)NC(CC)=O)C1=CC=CC=C1